4-hydroxy-1-[(2S)-2-[4-(2-hydroxy-3-phenyl-propyl)triazol-1-yl]-3,3-dimethyl-butyryl]-N-methyl-pyrrolidine-2-carboxamide OC1CC(N(C1)C([C@H](C(C)(C)C)N1N=NC(=C1)CC(CC1=CC=CC=C1)O)=O)C(=O)NC